2-methyl-6-(6-(((R)-1-phenylethyl)amino)-6,7,8,9-tetrahydrodibenzo[b,d]furan-2-yl)isoindolin CN1CC2=CC(=CC=C2C1)C1=CC2=C(OC3=C2CCCC3N[C@H](C)C3=CC=CC=C3)C=C1